FC=1C=NC=CC1B1OC(C)(C)C(C)(C)O1 C3-fluoropyridine-4-boronic acid pinacol ester